BrC=1C(C=CC(C1C)=O)=O 2-bromo-methyl-1,4-benzoquinone